FC(C=1C=CC(=NC1)C1=NN=C(O1)NC=1C=CC=NC1)(F)F 5-((5-(5-(trifluoromethyl)pyridin-2-yl)-1,3,4-oxadiazol-2-yl)amino)pyridine